C1=CC2=C1C=CC=C2 Benzo-CycloButen